C(CCCN=C=O)N=C=O 1,4-Butylendiisocyanate